5-(7-fluoro-1,2,3,4-tetrahydronaphthalen-2-yl)-2-(3-fluorophenyl)-4,5,6,7-tetrahydro-3H-imidazo[4,5-c]pyridine FC1=CC=C2CCC(CC2=C1)N1CC2=C(CC1)N=C(N2)C2=CC(=CC=C2)F